(E)-(4-(1-(3-(2-((5,6-difluoro-2,3-dihydro-1H-inden-2-yl)amino) Pyrimidin-5-yl)acryloyl)azetidin-3-yl)-1H-1,2,3-triazol-1-yl)methyl pivalate C(C(C)(C)C)(=O)OCN1N=NC(=C1)C1CN(C1)C(\C=C\C=1C=NC(=NC1)NC1CC2=CC(=C(C=C2C1)F)F)=O